3-methyl-8-(1-methyl-1H-indazol-5-yl)-7-(1-methyl-1H-pyrazol-4-yl)-1-(piperidin-4-yl)-3,6-dihydroimidazo[4,5-d]pyrrolo[2,3-b]pyridin-2(1H)-one CN1C(N(C2=C3C(=NC=C21)NC(=C3C=3C=C2C=NN(C2=CC3)C)C=3C=NN(C3)C)C3CCNCC3)=O